methyl 2-(6-bromo-1-oxo-4-(trifluoromethyl)phthalazin-2(1H)-yl)acetate BrC=1C=C2C(=NN(C(C2=CC1)=O)CC(=O)OC)C(F)(F)F